N1[C@@H](CCCC1)C(=O)O L-pipecolinic acid